C(#N)C=1C=NN2C1C(=CC(=C2)C=2C=NN(C2)C)C=2CN(CC2)C(=O)NC(C)C=2C=NC(=CC2)N2N=CC(=C2)F 3-(3-cyano-6-(1-methyl-1H-pyrazol-4-yl)pyrazolo[1,5-a]pyridin-4-yl)-N-(1-(6-(4-fluoro-1H-pyrazol-1-yl)pyridin-3-yl)ethyl)-2,5-dihydro-1H-pyrrole-1-carboxamide